Methyl 4-cyano-3,5-dimethoxybenzoate C(#N)C1=C(C=C(C(=O)OC)C=C1OC)OC